C1=CC=NC=2C=CC=3C=CCC3C21 Pyridoindene